COC(=O)C1=CSC(=C1N)C 4-amino-5-methylthiophene-3-carboxylic acid methyl ester